C(C)OC(=O)C1=NN(C=CC1=O)C1=CC(=CC(=C1)C(=O)OCC)C(=O)OCC 1-(3,5-diethyl-oxycarbonyl-phenyl)-4-oxo-1,4-dihydropyridazine-3-carboxylic acid ethyl ester